C(C)(C)(C)OC(=O)N1CC=2N=C(N=C(C2C1)N1C[C@](CCC1)(C)O)OC[C@]1(C(C1)(F)F)COCC1=CC=CC=C1 2-(((R)-1-((benzyloxy)methyl)-2,2-difluorocyclopropyl)methoxy)-4-((R)-3-hydroxy-3-methylpiperidin-1-yl)-5,7-dihydro-6H-pyrrolo[3,4-d]Pyrimidine-6-carboxylic acid tert-butyl ester